2-amino-3-methyl-5-{8-[1-methyl-6-(trifluoromethyl)-1H-1,3-benzodiazol-5-yl]indolizine-3-carbonyl}benzonitrile NC1=C(C#N)C=C(C=C1C)C(=O)C1=CC=C2C(=CC=CN12)C1=CC2=C(N(C=N2)C)C=C1C(F)(F)F